C1C(=NNN1)C(=O)O 3-triazole-4-carboxylic acid